carboxymethyl-2,4,6-trimethylbenzoyl-lithium phosphinate [PH2](O)=O.C(=O)(O)CC=1C(=C(C(=O)[Li])C(=CC1C)C)C